O[C@H]1CC(CC1)C(=O)O (3R)-3-hydroxyl-cyclopentanecarboxylic acid